ClC1=NC=C2NC(N(C2=N1)CC1=CC=C(C=C1)C=1N(C=C(N1)C(F)(F)F)C(C)C)=O 2-chloro-9-(4-(1-isopropyl-4-(trifluoromethyl)-1H-imidazol-2-yl)benzyl)-7,9-dihydro-8H-purin-8-one